N-[3-(5-chloro-1,3-benzoxazol-2-yl)-1-bicyclo[1.1.1]pentanyl]-5-methylsulfonyl-thiophene-2-carboxamide ClC=1C=CC2=C(N=C(O2)C23CC(C2)(C3)NC(=O)C=3SC(=CC3)S(=O)(=O)C)C1